6-bromo-2-cyclohexyl-3-(3,4-difluorophenyl)quinazolin-4(3H)-one BrC=1C=C2C(N(C(=NC2=CC1)C1CCCCC1)C1=CC(=C(C=C1)F)F)=O